tert-butyl 8-(((S)-1-((2s,4r)-4-hydroxy-2-(((S)-1-(4-(4-methylthiazol-5-yl) phenyl) ethyl) carbamoyl) pyrrolidin-1-yl)-3,3-dimethyl-1-oxobutan-2-yl) amino)-8-oxooctanoate O[C@@H]1C[C@H](N(C1)C([C@H](C(C)(C)C)NC(CCCCCCC(=O)OC(C)(C)C)=O)=O)C(N[C@@H](C)C1=CC=C(C=C1)C1=C(N=CS1)C)=O